NC1=NC=CC=C1C1=NC=2C(=NC(=CC2)C2=CC(=CC=C2)Cl)N1C1=CC=C(CC2CCC(CC2)NC(OC(C)(C)C)=O)C=C1 tert-butyl (4-(4-(2-(2-aminopyridin-3-yl)-5-(3-chlorophenyl)-3H-imidazo[4,5-b]pyridin-3-yl)benzyl)cyclohexyl)carbamate